N1=CN=C(C2=C1NC=C2)N[C@H]2CN(C[C@H](C2)CO)CC=C |r| racemic-1-((3R,5S)-3-((7H-pyrrolo[2,3-d]pyrimidin-4-yl)amino)-5-(hydroxymethyl)piperidin-1-yl)prop-2-en